(3-amino-2,6-difluorophenyl)(5-bromo-1H-pyrazolo[3,4-b]pyridin-3-yl)methanone NC=1C(=C(C(=CC1)F)C(=O)C1=NNC2=NC=C(C=C21)Br)F